C[C@@]12C(CC[C@H]1[C@@H]1CCC3CC(C=C[C@]3(C)[C@H]1CC2)=O)=O 1-Androstendion